ClC1=CC=C(CN(S(=O)(=O)C2=C(C(=C(C(=C2F)F)F)F)F)CC(=O)N(CC2=CC(=CC(=C2)OCC(C)C)OCC2CC2)C2=CC(=C(C(=O)O)C=C2)O)C=C1 4-(2-(N-(4-chlorobenzyl)-(2,3,4,5,6-pentafluorophenyl)sulfonamido)-N-(3-(cyclopropylmethoxy)-5-isobutoxybenzyl)acetamido)-2-hydroxybenzoic acid